(R)-2-((4-(hydroxyimino)-1-oxo-1,4-dihydronaphthalen-2-yl)amino)-3-phenyl-N-(3-methoxyphenyl)-propionamide ON=C1C=C(C(C2=CC=CC=C12)=O)N[C@@H](C(=O)NC1=CC(=CC=C1)OC)CC1=CC=CC=C1